ethyl 6,7-difluoro-3-hydroxyquinoxaline-2-carboxylate FC=1C=C2N=C(C(=NC2=CC1F)C(=O)OCC)O